ClC=1C=C(NC2(CCC3(C(=CC4=CC=CC=C34)CCOC3=C4C(=NC=C3)C=CS4)CC2)C(=O)O)C=CC1 (1r,4r)-4-(3-chloroanilino)-2'-{2-[(thieno[3,2-b]pyridin-7-yl)oxy]ethyl}spiro[cyclohexane-1,1'-indene]-4-carboxylic acid